ClC1=C(C=C2C(=C(N(C2=C1F)C)C1=NC(=NN1)[C@H](C#N)C)C=1C=NNC1)OC (S)-2-(5-(6-chloro-7-fluoro-5-methoxy-1-methyl-3-(1H-pyrazol-4-yl)-1H-indol-2-yl)-1H-1,2,4-triazol-3-yl)propanenitrile